piperidine-4,4-diol N1CCC(CC1)(O)O